O=C1NC(CCC1N1C(C2=CC=C(C=C2C1=O)CCCCCCCO)=O)=O 2-(2,6-dioxopiperidin-3-yl)-5-(7-hydroxyheptyl)isoindoline-1,3-dione